O=C1N(CC2=CC(=CC=C12)C1=CC(=CC=2N1C=NC2)CN2CCCC2)C2C(NC(CC2)=O)=O 3-(1-oxo-5-(7-(pyrrolidin-1-ylmethyl)imidazo[1,5-a]pyridin-5-yl)isoindolin-2-yl)piperidine-2,6-dione